C(C)(C)(C)OC(N(C)C1(CCNCC1)C)=O.OC1(COC1)C=1C=C(C=CC1)C(=O)N1CC(CCC1)C1=CC=C(C=C1)C(F)(F)F (3-(3-hydroxyoxetan-3-yl)phenyl)(3-(4-(trifluoromethyl)phenyl)piperidin-1-yl)methanone tert-butyl-(4-methylpiperidin-4-yl)-methylcarbamate